4-(trifluoromethoxy)phenyl (3S,5R)-3-fluoro-5-(2-oxopyrrolidin-1-yl)piperidine-1-carboxylate F[C@@H]1CN(C[C@@H](C1)N1C(CCC1)=O)C(=O)OC1=CC=C(C=C1)OC(F)(F)F